NC1=NC=CC(=C1)C=1OC=C(N1)C(=O)NC=1C(=CC2=C(CC(O2)(C)C)C1)N1CCN(CC1)CCO 2-(2-Aminopyridin-4-yl)-N-(6-(4-(2-hydroxyethyl)piperazin-1-yl)-2,2-dimethyl-2,3-dihydrobenzofuran-5-yl)oxazole-4-carboxamide